O[C@@H]1CNOC[C@H]1N trans-4-hydroxy-5-amino-1,2-oxazinane